4-carboxy-L-phenylalanine C(=O)(O)C1=CC=C(C[C@H](N)C(=O)O)C=C1